ClC1=C(N=CC(=N1)C(=O)O)C(=C)C1=CC=C(C=C1)F 6-chloro-5-(1-(4-fluorophenyl)vinyl)pyrazine-2-carboxylic acid